5-chloro-2-(8-(((1R,2R)-2-hydroxycyclohexyl)amino)pyrido[2,3-d]pyridazin-5-yl)phenol ClC=1C=CC(=C(C1)O)C1=C2C(=C(N=N1)N[C@H]1[C@@H](CCCC1)O)N=CC=C2